ClC1=C(C2=C(NC(O[C@@]23CN(CCC3)C(=O)C3=CN=C(N3)[C@@H](CC)C3=CC=C(C=C3)F)=O)C=C1)F (R)-6-chloro-5-fluoro-1'-(2-((S)-1-(4-fluorophenyl)propyl)-1H-imidazole-5-carbonyl)spiro[benzo[d][1,3]oxazine-4,3'-piperidine]-2(1H)-one